aminomagnesium hydroxide [OH-].N[Mg+]